COC1=C(C=CC=C1)C1=C(C=NC(=C1)C)C(=O)NC=1SC=2C(=NC=C(N2)C2=CC(=NC=C2)C)N1 4-(2-methoxyphenyl)-6-methyl-N-[6-(2-methylpyridin-4-yl)-[1,3]thiazolo[4,5-b]pyrazin-2-yl]pyridine-3-carboxamide